2,4-Bis[4-[5-(1,1-dimethylpropyl)benzoxazol-2-yl]phenylimino]-6-[(2-ethylhexyl)imino]-1,3,5-triazine CC(CC)(C)C=1C=CC2=C(N=C(O2)C2=CC=C(C=C2)N=C2NC(NC(N2)=NC2=CC=C(C=C2)C=2OC3=C(N2)C=C(C=C3)C(CC)(C)C)=NCC(CCCC)CC)C1